5-(2-(2-aminoethoxy)-5-fluorobenzyl)-N-(2,6-dichloropyrimidin-4-yl)-1H-indazol-3-amine NCCOC1=C(CC=2C=C3C(=NNC3=CC2)NC2=NC(=NC(=C2)Cl)Cl)C=C(C=C1)F